Cl.N1C(CCC1)=O pyrrolidin-2-one hydrochloric acid salt